C(C)(C)(C)C1=C(C(=NN1C1CC1)S(=O)(=O)N)F (tert-butyl)-1-cyclopropyl-4-fluoro-1H-pyrazole-3-sulfonamide